[Si](C)(C)(C(C)(C)C)OC(C(C)C)N ((tert-butyldimethylsilyl)oxy)-2-methylpropan-1-amine